sodium cumenesulfonate, potassium salt [K+].C=1(C(=CC=CC1)S(=O)(=O)[O-])C(C)C.[Na+].C=1(C(=CC=CC1)S(=O)(=O)[O-])C(C)C